ethyl 6-(2,3-dihydro-1,4-benzodioxin-6-yl)-4-oxo-3-(trifluoromethyl)-4,5-dihydropyrazolo[1,5-a]pyrazine-2-carboxylate O1CCOC2=C1C=CC(=C2)C=2NC(C=1N(C2)N=C(C1C(F)(F)F)C(=O)OCC)=O